5-(6-((4-(4-amino-3-(4-phenoxyphenyl)-1H-pyrazolo[3,4-d]pyrimidin-1-yl)cyclohexyl)methyl)-3,6-diazabicyclo[3.1.1]heptan-3-yl)-2-(2,6-dioxopiperidin-3-yl)-6-fluoroisoindoline-1,3-dione NC1=C2C(=NC=N1)N(N=C2C2=CC=C(C=C2)OC2=CC=CC=C2)C2CCC(CC2)CN2C1CN(CC2C1)C=1C=C2C(N(C(C2=CC1F)=O)C1C(NC(CC1)=O)=O)=O